FC(CC1=C(C(=C2C(=NC=3N(C2=C1)C(=NN3)C)NC3=CC(=CC(=C3)F)C#CC3(CC3)C(C)(F)F)F)F)F (2,2-difluoroethyl)-N-(3-((1-(1,1-difluoroethyl)cyclopropyl)ethynyl)-5-fluorophenyl)-6,7-difluoro-1-methyl-[1,2,4]triazolo[4,3-a]quinazolin-5-amine